NC(C)C1=NC(=NN1C1=CC=C(C=N1)C(=O)N1CCOCC1)I [6-[5-(1-aminoethyl)-3-iodo-1,2,4-triazol-1-yl]-3-pyridinyl]-morpholino-methanone